NC1=C(C=C(C=C1)C(C)C)N(S(=O)(=O)C)C N-(2-amino-5-isopropylphenyl)-N-methyl-Methanesulfonamide